CC[C@H]1C(=O)N(CC(=O)N([C@H](C(=O)N[C@H](C(=O)N([C@H](C(=O)N[C@H](C(=O)N[C@@H](C(=O)N([C@H](C(=O)N([C@H](C(=O)N([C@H](C(=O)N([C@H](C(=O)N1)[C@@H]([C@H](C)C/C=C/C)O)C)C(C)C)C)CC(C)C)C)CC(C)(C)O)C)C)C)CC(C)C)C)C(C)C)CC(C)C)C)C The molecule is a cyclosporin A derivative that is cyclosporin A in which residue 9 (N-methylleucine) has undergone oxidation so a to introduce a hydroxy group at the carbon bearing the two methyl groups. It has a role as a drug metabolite. It is a cyclosporin A derivative and a tertiary alcohol.